1-(4-(4-(5-(2-bromo-6-fluorophenyl)-4,5-dihydroisoxazol-3-yl)thiazol-2-yl)piperidin-1-yl)-2-((3-(methylsulfonyl)pyrazin-2-yl)oxy)ethan-1-one BrC1=C(C(=CC=C1)F)C1CC(=NO1)C=1N=C(SC1)C1CCN(CC1)C(COC1=NC=CN=C1S(=O)(=O)C)=O